COC1=NC=CC(=C1)N1[C@H]([C@H](CC1)NS(=O)(=O)C)CO[C@@H]1CC[C@@H](CC1)C1=CC=CC=C1 N-((2R,3S)-1-(2-methoxypyridin-4-yl)-2-((((CIS)-4-phenylcyclohexyl)oxy)methyl)pyrrolidin-3-yl)methanesulfonamide